2-(2,6-dioxo-3-piperidyl)-5-[5-[4-[3-[[5-(5H-pyrido[4,3-b]indol-7-yl)-2-pyridyl]oxy]cyclobutoxy]-1-piperidyl]pentoxy]isoindoline-1,3-dione triformate C(=O)O.C(=O)O.C(=O)O.O=C1NC(CCC1N1C(C2=CC=C(C=C2C1=O)OCCCCCN1CCC(CC1)OC1CC(C1)OC1=NC=C(C=C1)C=1C=CC=2C3=C(NC2C1)C=CN=C3)=O)=O